2-(3,4-dimethoxyphenyl)-3-ethyl-5-(4-((2',2',6',6'-tetramethyl-[1,4'-bipiperidin]-4-yl)oxy)piperidin-1-yl)-1H-indole COC=1C=C(C=CC1OC)C=1NC2=CC=C(C=C2C1CC)N1CCC(CC1)OC1CCN(CC1)C1CC(NC(C1)(C)C)(C)C